4-(dimethylamino)-2-((4-fluoro-2-methylphenyl)amino)-N-(6-methoxy-2-methylpyridin-3-yl)benzamide CN(C1=CC(=C(C(=O)NC=2C(=NC(=CC2)OC)C)C=C1)NC1=C(C=C(C=C1)F)C)C